3-cyano-4-(4-methoxy-4-methylpiperidin-1-yl)-2-oxo-1,2-dihydro-1,7-naphthyridine-6-carboxylic acid C(#N)C=1C(NC2=CN=C(C=C2C1N1CCC(CC1)(C)OC)C(=O)O)=O